BrC=1C(=CC(=C(O[C@@H](C(=O)OC)C)C1)[N+](=O)[O-])C(F)(F)F methyl (R)-2-(5-bromo-2-nitro-4-(trifluoromethyl)phenoxy)propanoate